C1(CCCCC1)CCNCC1=C(CB(O)O)C=CC=C1 2-((2-cyclohexylethylamino)methyl)benzylboronic acid